C(C)(=O)[O-].C(CCCCCCCCCC)[NH+]1CCC(CC1)CCC 1-Undecyl-4-propylpiperidinium acetat